2,7-dihydroxyethoxy-9H-fluorene OCCOC1=CC=CC=2C3=CC=C(C=C3CC12)O